C(N)(=O)C(CC(=O)OC)=C methyl 3-carbamoylbut-3-enoate